N-(3-(2-(2H-1,2,3-triazol-2-yl)propan-2-yl)-1-cyclopropyl-1H-pyrazol-5-yl)-8-cyclopropylquinazolin-2-amine N=1N(N=CC1)C(C)(C)C1=NN(C(=C1)NC1=NC2=C(C=CC=C2C=N1)C1CC1)C1CC1